O[C@@H]1[C@@H]([C@H]([C@H](O[C@@H]1CO)CC1=NOC2(C1)CCC(CC2)O)OC)N2N=NC(=C2)C2=CC(=C(C(=C2)F)F)F 3-(((2R,3R,4S,5R,6R)-5-Hydroxy-6-(hydroxymethyl)-3-methoxy-4-(4-(3,4,5-trifluorophenyl)-1H-1,2,3-triazol-1-yl)tetrahydro-2H-pyran-2-yl)methyl)-1-oxa-2-azaspiro[4.5]dec-2-en-8-ol